13-methyl-hexadecanoic acid CC(CCCCCCCCCCCC(=O)O)CCC